OC1=C(C=O)C(=CC=C1)OC[C@H]1N(CCSC1)C(C1=C(C=CC=C1)C1OC(OCC1)C)=O 2-Hydroxy-6-[[(3R)-4-[2-(2-methyl-1,3-dioxane-4-yl)benzoyl]thiomorpholin-3-yl]methoxy]benzaldehyde